C(C)(C)OC=1C=NC(=NC1)C=1C=C(SC1C)C(=O)O 4-(5-isopropoxypyrimidin-2-yl)-5-methylthiophene-2-carboxylic acid